ClC1=CC=C2C(=CC=NC2=C1)N1N=C(C=C1C1=C(C=CC=C1OC)OC)C(=O)NC1(C2CC3CC(CC1C3)C2)C(=O)O 2-[[[1-(7-Chloro-4-quinolinyl)-5-(2,6-dimethoxyphenyl)-1H-pyrazol-3-yl]carbonyl]amino]-tricyclo[3.3.1.13,7]decane-2-carboxylic acid